C1(CC1)CO[C@H]1C[C@@H](N(CC1)C1CCSC2=C1C=1C=CNC1C(=C2)C)C2=CC=C(C(=O)O)C=C2 4-((2R,4R)-4-(cyclopropylmethoxy)-1-(4-methyl-3,7,8,9-tetrahydrothiopyrano[3,2-e]indol-9-yl)piperidin-2-yl)benzoic acid